COC=1C=C(C=CC1)S(=O)(C)=NC1=C(C=CC=C1)C#CC=1C=CC(=NC1)C(=O)O 5-[2-(2-{[(3-methoxyphenyl)(methyl)oxo-λ6-sulfanylidene]-amino}phenyl)ethynyl]pyridine-2-carboxylic acid